[(1S,2S)-1-methyl-2-[2-(trifluoromethyl)-phenyl]propyl] (2S)-2-[(3-hydroxy-4-methoxy-pyridine-2-carbonyl)amino]propanoate OC=1C(=NC=CC1OC)C(=O)N[C@H](C(=O)O[C@H]([C@@H](C)C1=C(C=CC=C1)C(F)(F)F)C)C